(3ar,6as)-5-((1,3-dimethyl-1H-pyrazol-5-yl)sulfonyl)hexahydropyrrolo[3,4-c]pyrrole-2(1H)-carboxylic acid tert-butyl ester C(C)(C)(C)OC(=O)N1C[C@H]2CN(C[C@H]2C1)S(=O)(=O)C1=CC(=NN1C)C